7-ethyl-2-methyl-4-undecanol C(C)C(CCC(CC(C)C)O)CCCC